(R)-N-(8-Fluoro-2-methylimidazo[1,2-a]pyridin-6-yl)-6-(3-(methyl-amino)pyrrolidin-1-yl)pyridazine-3-carboxamide FC=1C=2N(C=C(C1)NC(=O)C=1N=NC(=CC1)N1C[C@@H](CC1)NC)C=C(N2)C